FC(C1=NN=C(O1)C1=CC(=C(CN2N=C(N=N2)C=2C=C3C=NC(=NC3=CC2)N)C=C1F)F)F 6-(2-(4-(5-(Difluoromethyl)-1,3,4-oxadiazol-2-yl)-2,5-difluorobenzyl)-2H-tetrazol-5-yl)quinazolin-2-amine